(5-bromo-1-ethyl-1H-pyrazol-4-yl)methanol BrC1=C(C=NN1CC)CO